(E)-di-tert-butyl ((6-((cyclopropanecarbonyl)imino)-4-((3-methoxy-4-(2-methyl-2H-1,2,3-triazol-4-yl)pyridin-2-yl)amino)-3-((methyl-d3)carbamoyl)pyridazin-1(6H)-yl)methyl) phosphate P(=O)(OC(C)(C)C)(OC(C)(C)C)OCN1N=C(C(=CC1=NC(=O)C1CC1)NC1=NC=CC(=C1OC)C1=NN(N=C1)C)C(NC([2H])([2H])[2H])=O